(2S)-2-({2-[(1R)-1-[(3-chlorophenyl)amino]ethyl]-1,3-thiazol-5-yl}formamido)-3-cyclopentyl-N-(2,6-dimethylpyridin-4-yl)propanamide ClC=1C=C(C=CC1)N[C@H](C)C=1SC(=CN1)C(=O)N[C@H](C(=O)NC1=CC(=NC(=C1)C)C)CC1CCCC1